3-chloro-2-(((2-toluenesulfonyl-hydrazino)methyl)phenyl)piperazine-1-carboxylic acid tert-butyl ester C(C)(C)(C)OC(=O)N1C(C(NCC1)Cl)C1=C(C=CC=C1)CNNS(=O)(=O)CC1=CC=CC=C1